(3S)-3-(5-{[(3R*,4S*)-4-(2,2-dimethylpropyl)-1-{[8-fluoro-2-(oxan-4-yl)quinolin-6-yl]methyl}pyrrolidin-3-yl]oxy}-1-oxo-2,3-dihydro-1H-isoindol-2-yl)piperidine-2,6-dione CC(C[C@@H]1[C@H](CN(C1)CC=1C=C2C=CC(=NC2=C(C1)F)C1CCOCC1)OC=1C=C2CN(C(C2=CC1)=O)[C@@H]1C(NC(CC1)=O)=O)(C)C |o1:3,4|